(1RS,5SR)-3-[2-methoxy-4-(prop-1-yn-1-yl) phenyl]-4-oxobicyclo[3.2.1]oct-2-en-2-yl methyl carbonate C(OC=1[C@@H]2CC[C@H](C(C1C1=C(C=C(C=C1)C#CC)OC)=O)C2)(OC)=O |r|